acetate zinc (II) dihydrate O.O.[Zn+2].C(C)(=O)[O-].C(C)(=O)[O-]